FC(C(=O)OC)(OS(=O)F)F methyl 2,2-difluoro-2-((fluorosulfinyl)oxy)acetate